(2,6-diazaspiro[3.5]nonan-2-yl)(3-((4-(trifluoromethoxy)-[1,1'-biphenyl]-2-yl)ethynyl)-1H-indazol-5-yl)methanone C1N(CC12CNCCC2)C(=O)C=2C=C1C(=NNC1=CC2)C#CC2=C(C=CC(=C2)OC(F)(F)F)C2=CC=CC=C2